N,N-dimethyl-2-((1-methyl-1H-indole-2-carboxamido)methyl)-6,7-dihydropyrazolo[1,5-a]pyrazine-5(4H)-carboxamide CN(C(=O)N1CC=2N(CC1)N=C(C2)CNC(=O)C=2N(C1=CC=CC=C1C2)C)C